C(C)(C)(C)N1N=C(C=C1[C@H]1C[C@H](CC1)NC(C1=CC=CC=C1)=O)NC(CC1=CC(=NO1)C)=O N-(cis-3-(1-(tert-butyl)-3-(2-(3-methylisoxazol-5-yl)acetamido)-1H-pyrazol-5-yl)cyclopentyl)benzamide